10-HEPTADECENOIC ACID C(CCCCCCCCC=CCCCCCC)(=O)O